ClC1=C(C(=O)OC)C=CC(=C1F)Cl methyl 2,4-dichloro-3-fluorobenzoate